1,1,1,3,3,3-hexafluoropropan-2-yl cis-3-((cyclopropylsulfonyl)amino)-2-(((1-(pyrimidin-2-yl)piperidin-4-yl)oxy)methyl)piperidine-1-carboxylate C1(CC1)S(=O)(=O)N[C@@H]1[C@@H](N(CCC1)C(=O)OC(C(F)(F)F)C(F)(F)F)COC1CCN(CC1)C1=NC=CC=N1